ethyl 2-chloro-3-(methylaminomethyl)-4-methylsulfonyl-benzoate ClC1=C(C(=O)OCC)C=CC(=C1CNC)S(=O)(=O)C